fluoro-N-{[4-(1-methyl-1H-pyrazol-5-yl)-2,5-dioxoimidazolidin-4-yl]methyl}-2-[6-(trifluoromethyl)pyridin-3-yl]benzamide FC=1C(=C(C(=O)NCC2(NC(NC2=O)=O)C2=CC=NN2C)C=CC1)C=1C=NC(=CC1)C(F)(F)F